ClC=1C=C(C=C(C1C1C(NC(CC1)=O)=O)Cl)CNC(=O)C1(CC(C1)=O)C1=CC(=NC=C1)F N-[[3,5-dichloro-4-(2,6-dioxo-3-piperidyl)phenyl]methyl]-1-(2-fluoro-4-pyridyl)-3-oxo-cyclobutanecarboxamide